FC1=C(C=CC(=C1F)OC1(CC1)C)NC=1C2=C(N=CN1)C=CC(=N2)N2[C@@H]1CN([C@H](C2)C1)C(=O)OC(C)(C)C tert-butyl (1S,4S)-5-(4-((2,3-difluoro-4-(1-methylcyclopropoxy)phenyl)amino)pyrido[3,2-d]pyrimidin-6-yl)-2,5-diazabicyclo[2.2.1]heptane-2-carboxylate